FC=1C(=C(C=CC1)NC(=S)C1=C(CCN(C1=O)C(=O)OC(C)(C)C)O)OC tert-Butyl 5-((3-fluoro-2-methoxyphenyl)carbamothioyl)-4-hydroxy-6-oxo-3,6-dihydropyridine-1(2H)-carboxylate